FC(CN1[C@@H](C=2NC3=CC=CC=C3C2C[C@H]1C)C1=CC=C(C=C1)OC1CN(C1)CCC)(C)C (1R,3R)-2-(2-fluoro-2-methylpropyl)-3-methyl-1-(4-((1-propyl-azetidin-3-yl)oxy)phenyl)-2,3,4,9-tetrahydro-1H-pyrido[3,4-b]indole